tert-butyl (S)-4-(7-bromo-2-(((S)-1-methylpyrrolidin-2-yl)methoxy)imidazo[2,1-f][1,2,4]triazin-4-yl)-3-methylpiperazine-1-carboxylate BrC1=CN=C2C(=NC(=NN21)OC[C@H]2N(CCC2)C)N2[C@H](CN(CC2)C(=O)OC(C)(C)C)C